({[2-chloro-5-(trifluoromethyl)phenyl]carbamoyl}oxy)ethanoic acid ethyl ester C(C)OC(COC(NC1=C(C=CC(=C1)C(F)(F)F)Cl)=O)=O